4-(4-(4-chlorophenyl) piperazin-1-yl)-2-methoxyquinazolin-7-yl (R)-4-acryloyl-3-methylpiperazine-1-carboxylate C(C=C)(=O)N1[C@@H](CN(CC1)C(=O)OC1=CC=C2C(=NC(=NC2=C1)OC)N1CCN(CC1)C1=CC=C(C=C1)Cl)C